ClC1=C2C=CC=NC2=C(C(=C1)C(NC(CCC)=O)C1=CC=C(C=C1)OC)O N-((5-chloro-8-hydroxyquinolin-7-yl)(4-methoxyphenyl)methyl)butyramide